CN(CCCN(C(/C=C/C(=O)OCC)=O)C1=C(C(=C(C=C1)F)F)F)C Ethyl (E)-4-((3-(dimethylamino) propyl) (2,3,4-trifluorophenyl) amino)-4-oxobut-2-enoate